2-(p-tert-butylbenzyl)oxazoline C(C)(C)(C)C1=CC=C(CC=2OCCN2)C=C1